1-((3R,4S)-3-fluoro-4-((5-(1-((R)-2-fluoropropyl)-1H-benzo[d][1,2,3]triazol-6-yl)-4-methoxypyrrolo[2,1-f][1,2,4]triazin-2-yl)amino)piperidin-1-yl)ethan-1-one-2,2,2-d3 F[C@@H]1CN(CC[C@@H]1NC1=NN2C(C(=N1)OC)=C(C=C2)C=2C=CC1=C(N(N=N1)C[C@@H](C)F)C2)C(C([2H])([2H])[2H])=O